C(C)C(C(=O)OCCOCCOCCOC(C(CCCC)CC)=O)CCCC triethylene glycol bis(2-ethylhex-anoate)